N-(3,5-Dimethylphenyl)-3-(1-(tetrahydro-2H-pyran-2-yl)-1H-pyrazol-4-yl)quinoxaline CC=1C=C(C=C(C1)C)N1CC(=NC2=CC=CC=C12)C=1C=NN(C1)C1OCCCC1